N1(CCCCCC1)C(=O)C=1C=C(C=CC1)C1=CC=C(C=C1)O azepan-1-yl-(4'-hydroxy-[1,1'-biphenyl]-3-yl)methanone